N-Boc-2,3-dihydro-1H-pyrrole C(=O)(OC(C)(C)C)N1CCC=C1